C(CCCCCCC)C(CCCCCCCC)OC(CCSSCCC(=O)O)=O 3-[[3-(1-octylnonoxy)-3-oxo-propyl]disulfanyl]propanoic acid